ClC=1C=C2CN3C(=NC2=C(C1)F)SC=C3CSC=3NC1=CC=CC=C1CN3 7-chloro-3-(((1,4-dihydroquinazolin-2-yl)thio)methyl)-9-fluoro-5H-thiazolo[2,3-b]quinazoline